N-(3-methylsulfonylphenyl)-2-phenoxy-5-(trifluoromethyl)pyridine-3-carboxamide CS(=O)(=O)C=1C=C(C=CC1)NC(=O)C=1C(=NC=C(C1)C(F)(F)F)OC1=CC=CC=C1